O=C1CC2(C1)CCC(CC2)C(=O)O 2-oxospiro[3.5]nonane-7-carboxylic acid